FC1=C(C=CC=C1F)NC(=O)[C@H]1C(N(C[C@@H]1C1=CC(=CC=C1)C(F)(F)F)C)=O (3S,4S)-N-(2,3-difluorophenyl)-1-methyl-2-oxo-4-(3-(trifluoromethyl)phenyl)pyrrolidine-3-carboxamide